2-cyclopropyl-4-[[5-(4-hydroxy-1-piperidyl)-2-pyridyl]amino]-6H-1,6-naphthyridin-5-one C1(CC1)C1=NC=2C=CNC(C2C(=C1)NC1=NC=C(C=C1)N1CCC(CC1)O)=O